O=C1NC(CCC1N1C(C2=CC=C(C=C2C1=O)NCCCC1CC(C1)N1N=CC(=C1)C1=NC2=CC=CC=C2N=C1)=O)=O 2-(2,6-dioxopiperidin-3-yl)-5-((3-(3-(4-(quinoxalin-2-yl)-1H-pyrazol-1-yl)cyclobutyl)propyl)amino)isoindoline-1,3-dione